C(C=C)(=O)O.C1(O)=CC=C(O)C=C1 hydroquinone acrylate